3-stearylacrylic acid C(CCCCCCCCCCCCCCCCC)C=CC(=O)O